C(CCCCCCCCCCCCCCCCCCCCCC)N tricosylamine